(R)-2-(2-(pyridin-2-yl)ethyl)thiochroman-4-one N1=C(C=CC=C1)CC[C@H]1SC2=CC=CC=C2C(C1)=O